9-(3,5-xylyl)octadecyl alcohol C1(=CC(=CC(=C1)C)C)C(CCCCCCCCO)CCCCCCCCC